OC[C@H](C1=CC=CC=C1)NC1=NC(=NC=C1C1=NC=NN1)NC1=CC(=C(C(=O)N(C)C)C=C1)C 4-[[4-[[(1S)-2-hydroxy-1-phenyl-ethyl]amino]-5-(1H-1,2,4-triazol-5-yl)pyrimidin-2-yl]amino]-N,N,2-trimethyl-benzamide